benzyl-tetrahydroquinoline C(C1=CC=CC=C1)N1CCCC2=CC=CC=C12